N1(N=CN=C1)C[C@@]12C[C@H](N([C@H]2C1)C(=O)OC(C)(C)C)C(=O)OCC 2-(tert-butyl) 3-ethyl (1S,3S,5S)-5-((1H-1,2,4-triazol-1-yl)methyl)-2-azabicyclo[3.1.0]hexane-2,3-dicarboxylate